ClC=1C=C(C=CC1)C1=CC(=CC=C1)C1=CC(=CC=C1)Cl 3,3''-dichloro-1,1':3',1''-terphenyl